Cl.N1(CCNCCC1)S(=O)(=O)N1CCC(CC1)CN1CCC2(CN(C2)C2=NC=NC=C2OC2=C(C(=O)N(C(C)C)C(C)C)C=C(C=C2)F)CC1 2-((4-(7-((1-((1,4-diazepan-1-yl)sulfonyl)piperidin-4-yl)methyl)-2,7-Diazaspiro[3.5]nonan-2-yl)pyrimidin-5-yl)oxy)-5-fluoro-N,N-diisopropylbenzamide hydrochloride